2-((S)-1-((E)-4-methoxybut-2-enoyl)-4-(7-(8-methylnaphthalen-1-yl)-2-(((R)-1-methylpyrrolidin-2-yl)methoxy)-5,6,7,8-tetrahydropyrido[3,4-d]pyrimidin-4-yl)piperazin-2-yl)acetonitrile COC/C=C/C(=O)N1[C@H](CN(CC1)C=1C2=C(N=C(N1)OC[C@@H]1N(CCC1)C)CN(CC2)C2=CC=CC1=CC=CC(=C21)C)CC#N